3-methoxybenzylidene-succinic acid dimethyl ester COC(C(CC(=O)OC)=CC1=CC(=CC=C1)OC)=O